COC=1C=C2CCN=CC2=CC1 6-methoxy-3,4-dihydroisoquinoline